C(C)(C)(C)OC(=O)NCCCCN1CCC(CC1)CN1CCN(CC1)C(=O)OCC1=CC=CC=C1 benzyl 4-[[1-[4-(tert-butoxycarbonylamino)butyl]-4-piperidyl]methyl]piperazine-1-carboxylate